CC1=C(C=CC(=C1)N1C(CCC1)=O)C=1C=NC(=NC1)NC1=CC2=C(OC[C@H]3N2C(C2(C3)CC2)=O)N=C1 (S)-2'-((5-(2-methyl-4-(2-oxopyrrolidin-1-yl)phenyl)pyrimidin-2-yl)amino)-6a',7'-dihydro-6'H,9'H-spiro[cyclopropane-1,8'-pyrido[2,3-b]pyrrolo[1,2-d][1,4]oxazin]-9'-one